NC=1NC(C=2N=CN(C2N1)[C@@H]1O[C@@H]([C@H](C1)OP1(SCCS1)=S)CO[Si](C)(C)C(C)(C)C)=O 2-amino-9-((2R,4S,5R)-5-(((tert-butyldimethylsilyl)oxy)methyl)-4-((2-sulfido-1,3,2-dithiaphospholan-2-yl)oxy)tetrahydrofuran-2-yl)-1,9-dihydro-6H-purin-6-one